ammonium tetrakis(3,5-bistrifluoromethylphenyl)borate FC(C=1C=C(C=C(C1)C(F)(F)F)[B-](C1=CC(=CC(=C1)C(F)(F)F)C(F)(F)F)(C1=CC(=CC(=C1)C(F)(F)F)C(F)(F)F)C1=CC(=CC(=C1)C(F)(F)F)C(F)(F)F)(F)F.[NH4+]